[2,6-difluoro-4-[(3S)-1-(3-fluoropropyl)pyrrolidin-3-yl]oxy-phenyl]-2-(2-fluoro-2-methyl-propyl)-3-methyl-1,3,4,9-tetrahydropyrido[3,4-b]indole FC1=C(C(=CC(=C1)O[C@@H]1CN(CC1)CCCF)F)C1N(C(CC2=C1NC1=CC=CC=C21)C)CC(C)(C)F